CC1=NC=2N(C(=C1)O)N=CN2 5-methyl-1,2,4-triazolo-(1,5-a)pyrimidine-7-ol